C(C)(C)(C)[N+](=CC1=CC=CC=C1)[O-] N-tertiary butyl-alpha-Phenylnitrone